FC1=CC=C(C=C1)C1=CC=C(C=C1)C(C)(C)NS(NC1(CN2CCC1CC2)C)(=O)=O N-[2-(4'-fluorobiphenyl-4-yl)propan-2-yl]-N'-(3-methyl-1-azabicyclo[2.2.2]oct-3-yl)sulfuric diamide